3-(3-chloro-2-fluorophenyl)-4-methyl-5-(4,4,5,5-tetramethyl-1,3,2-dioxaborolan-2-yl)pyridine ClC=1C(=C(C=CC1)C=1C=NC=C(C1C)B1OC(C(O1)(C)C)(C)C)F